CN(CC[SiH2]C(OC)OC)C 2-dimethylaminoethyl-dimethoxymethylsilane